N-(3'',5',5''-tri-tert-butyl-1,1':3',1''-terphenyl-4-yl)-N-(4-cyclohexylphenyl)-9,9-dimethyl-9H-fluoren-2-amine C(C)(C)(C)C=1C=C(C=C(C1)C(C)(C)C)C=1C=C(C=C(C1)C(C)(C)C)C1=CC=C(C=C1)N(C1=CC=2C(C3=CC=CC=C3C2C=C1)(C)C)C1=CC=C(C=C1)C1CCCCC1